N-(6-methoxy-1-(methyl-d3)-1H-indazol-7-yl)-6-(4-methyl-1H-pyrazol-1-yl)pyridine-3-sulfonamide COC1=CC=C2C=NN(C2=C1NS(=O)(=O)C=1C=NC(=CC1)N1N=CC(=C1)C)C([2H])([2H])[2H]